BrC=1C=C(C=CC1)C1=CC(=CC=C1)C1=NC(=NC(=N1)C1=CC=CC=C1)C1=CC=CC=C1 2-(3'-bromo[biphenyl]-3-yl)-4,6-diphenyl-1,3,5-triazine